N-[9-[(4R,6R)-4-[(1,3-dioxoisoindolin-2-yl)oxymethyl]-7-hydroxyl-2,5-dioxabicyclo[2.2.1]heptan-6-yl]purin-6-yl]benzamide O=C1N(C(C2=CC=CC=C12)=O)OC[C@@]12COC([C@@H](O1)N1C3=NC=NC(=C3N=C1)NC(C1=CC=CC=C1)=O)C2O